OC[C@H](C[C@H]1C(NCC1)=O)NC([C@H](CC(C)C)NC(OC1(CC1)CC1=CC=CC=C1)=O)=O 1-benzylcyclopropyl ((S)-1-(((S)-1-hydroxy-3-((S)-2-oxopyrrolidin-3-yl)propan-2-yl)amino)-4-methyl-1-oxopentan-2-yl)carbamate